N-((cis)-3-(5-chloro-2-cyanophenyl)cyclobutyl)-1-((S or R)-1-(5-methoxy-4-methyl-6-((1R,5S)-2-oxo-3-azabicyclo[3.1.0]hexan-3-yl)pyridin-3-yl)ethyl)-1H-pyrazole-4-carboxamide ClC=1C=CC(=C(C1)[C@H]1C[C@H](C1)NC(=O)C=1C=NN(C1)[C@@H](C)C=1C=NC(=C(C1C)OC)N1C([C@@H]2C[C@@H]2C1)=O)C#N |o1:19|